(methyl-d)-2-((trimethylsilyl)oxy)propionitrile-3,3,3-d C([2H])C(C#N)(C([2H])([2H])[2H])O[Si](C)(C)C